N-(4-((4-((1-(tert-butyl)piperidin-4-yl)amino)-6,7-dimethoxyquinazolin-2-yl)amino)butyl)-2-chloroacetamide C(C)(C)(C)N1CCC(CC1)NC1=NC(=NC2=CC(=C(C=C12)OC)OC)NCCCCNC(CCl)=O